Lithium quinolinal N1=C(C=CC2=CC=CC=C12)C=O.[Li]